NCCOCCNC(\C=C\C1=C(C=CC=C1)OCCC)=O (E)-N-(2-(2-aminoethoxy)ethyl)-3-(2-propoxyphenyl)propeneAmide